(6,7-dichloro-4-(pyridin-3-yl)-1,3,4,5-tetrahydro-2H-pyrido[4,3-b]indol-2-yl)(5-methoxypyrimidin-2-yl)methanone ClC1=C(C=CC=2C3=C(NC12)C(CN(C3)C(=O)C3=NC=C(C=N3)OC)C=3C=NC=CC3)Cl